4-(2-((4-chlorophenoxy)methyl)-1H-imidazol-1-yl)-1-(3-(4-chlorophenoxy)propyl)piperidine ClC1=CC=C(OCC=2N(C=CN2)C2CCN(CC2)CCCOC2=CC=C(C=C2)Cl)C=C1